COC=1C(=NC=CC1[C@@H]1[C@H](O[C@@]([C@H]1C)(C(F)(F)F)C)C(=O)NC1=CC(=NC=C1)C(=O)N)C (2S,3R,4S,5S)-4-[[3-(3-Methoxy-2-methyl-4-pyridyl)-4,5-dimethyl-5-(trifluoromethyl)tetrahydrofuran-2-carbonyl]amino]pyridin-2-carboxamid